[(3,4-dihydro-1H-2-benzopyran-4-yl)methyl](methyl)amine hydrochloride Cl.C1OCC(C2=C1C=CC=C2)CNC